2-(diethylamino)ethyl 5-fluoro-2-methyl-1-[[4-(methylsulfinyl)phenyl]methylene]-1H-indene-3-acetate FC=1C=C2C(=C(C(C2=CC1)=CC1=CC=C(C=C1)S(=O)C)C)CC(=O)OCCN(CC)CC